FC=1C(=NC=C(C(=O)OC)C1)F methyl 5,6-difluoronicotinate